CC1CCC2N(C1)C(OC2)=O 6-methyltetrahydro-1H-oxazolo[3,4-a]pyridin-3(5H)-one